N-(1-(1-(2,4-bis(trifluoromethyl)phenyl)ethyl)-1H-pyrazol-4-yl)-3-(pyrazin-2-yl)isoxazole-5-carboxamide FC(C1=C(C=CC(=C1)C(F)(F)F)C(C)N1N=CC(=C1)NC(=O)C1=CC(=NO1)C1=NC=CN=C1)(F)F